C(C1=CC=CC=C1)C=1N(C(=NN1)NS(=O)(=O)[C@H]([C@H](OC)C1=NC=C(C=N1)Cl)C)C=1C(=NC=NC1OC)OC (1R,2S)-N-(5-benzyl-4-(4,6-dimethoxy-5-pyrimidinyl)-4H-1,2,4-triazol-3-yl)-1-(5-chloro-2-pyrimidinyl)-1-methoxy-2-propanesulfonamide